ClC=1C=C2C(=CC1)NC([C@@]21CN([C@@H](C1)C#N)C([C@H](CC1CC1)NC(=O)C1=C(C2=C(S1)C=CC=C2F)C)=O)=O N-((S)-1-((3R,5'S)-5-chloro-5'-cyano-2-oxospiro[indoline-3,3'-pyrrolidin]-1'-yl)-3-cyclopropyl-1-oxopropan-2-yl)-4-fluoro-3-methylbenzo[b]thiophene-2-carboxamide